OC1=CC=C(C=C1)C(C)(C1=CC=C(C=C1)O)C1=CC=C(C=C1)O 1,1,1-tris-(p-hydroxyphenyl)ethane